C1(OCC2=CC(=CC=C12)B1OC(C)(C)C(C)(C)O1)=O isobenzofuran-1(3H)-one-5-boronic acid pinacol ester